2-(4,4,5,5-tetramethyl-1,3,2-dioxaborolan-2-yl)-5,6-dihydro-4H-pyrrolo[1,2-b]pyrazole CC1(OB(OC1(C)C)C=1C=C2N(N1)CCC2)C